(R)-N-(4-(4-((5-(3-amino-pyrrolidin-1-yl)pyridin-2-yl)amino)-5-oxo-5,6-dihydro-1,6-naphthyridin-2-yl)-3-fluorophenyl)cyclohexane-carboxamide N[C@H]1CN(CC1)C=1C=CC(=NC1)NC1=CC(=NC=2C=CNC(C12)=O)C1=C(C=C(C=C1)NC(=O)C1CCCCC1)F